rac-(7S)-7-tert-butyl-N-[rac-(1R)-3-(dimethylamino)-1-[3-(methylcarbamoyl)phenyl]propyl]-5,6,7,8-tetrahydrothiazolo[5,4-b]quinoline-2-carboxamide C(C)(C)(C)[C@@H]1CC=2C=C3C(=NC2CC1)SC(=N3)C(=O)N[C@H](CCN(C)C)C3=CC(=CC=C3)C(NC)=O |r|